IC=1N(N=C2C=C(C=CC12)CO)C (3-iodo-2-methyl-2H-indazol-6-yl)methanol